O[C@@]1(C(N(C=2C1=NC=CC2)C)=O)C2=CC(=CC=C2)C=2N=C(SC2)C2=CN(C1=NC=CC=C12)S(=O)(=O)C1=CC=CC=C1 (S)-3-hydroxy-1-methyl-3-(3-(2-(1-(phenylsulfonyl)-1H-pyrrolo[2,3-b]pyridin-3-yl)thiazol-4-yl)phenyl)-1H-pyrrolo[3,2-b]pyridin-2(3H)-one